C(C)(=O)N1CCN(CC1)C1=NC=CC(=C1)C1=CN=C2N1N=C(C=C2)C(=O)O 3-[2-(4-acetylpiperazin-1-yl)-4-pyridinyl]imidazo[1,2-b]pyridazine-6-carboxylic acid